C(#N)C1=C(C=CC(=C1)F)N1CC2(C1)CC(C2)OC=2C=CC(=NC2C(=O)O)C=2C(=NC=CC2)OCC 5-((2-(2-cyano-4-fluorophenyl)-2-azaspiro[3.3]heptan-6-yl)oxy)-2'-ethoxy-[2,3'-bipyridine]-6-carboxylic acid